Cl.N[C@H]1C(NC(CC1)=O)=O |r| rac.-3-aminopiperidine-2,6-dione hydrochloride